CC1(CCCCC1)C(=O)N[C@H](C(=O)OC)CCCCCCCC1=NC=2NCCCC2C=C1 methyl (S)-2-(1-methylcyclohexane-1-carboxamido)-9-(5,6,7,8-tetrahydro-1,8-naphthyridin-2-yl)nonanoate